2-(tert-butyl)-7,8-dihydro-6h-thiochroman C(C)(C)(C)C1SC=2CCCCC2CC1